4-({2-chloro-3-[(1-methylcyclopropyl)carbamoyl]phenyl}amino)-3-cyclopropylbenzoic acid ClC1=C(C=CC=C1C(NC1(CC1)C)=O)NC1=C(C=C(C(=O)O)C=C1)C1CC1